3-amino-1-(4-chloro-2-fluorophenyl)-2,2-difluoropropane-1-ol hydrochloride Cl.NCC(C(O)C1=C(C=C(C=C1)Cl)F)(F)F